ClC1=NC=CC2=C1SC=1N=C(N=C(C12)N1C[C@@H]2C[C@@H]([C@H](C1)N2C(C)(C)C2=CC=CC=C2)O)SC (1S,5S,6S)-3-(8-chloro-2-(methylthio)pyrido[4',3':4,5]thieno[2,3-d]pyrimidin-4-yl)-8-(2-phenylpropan-2-yl)-3,8-diazabicyclo[3.2.1]octan-6-ol